CC1=CC(=NC=C1OC1=CC(=C2C(=N1)N(C=N2)C([2H])([2H])[2H])NC2=NC=C(C=C2)C(=O)N2CCN(CC2)C)C#N 4-methyl-5-[7-[[5-(4-methylpiperazine-1-carbonyl)pyridin-2-yl]amino]-3-(trideuteriomethyl)imidazo[4,5-b]pyridin-5-yl]oxypyridine-2-carbonitrile